((Z)-3-((3S,3aS,6aR)-hexahydrofuro[2,3-b]furan-3-yl)thiazolidine-2-ylidene)guanidine O1C[C@H]([C@H]2[C@@H]1OCC2)N2/C(/SCC2)=N/C(=N)N